BrC1=C(C=C2C(=NC(=NC2=C1F)Cl)N1C[C@@H](N(CC1)C(=O)OC(C)(C)C)C)Cl tert-butyl (S)-4-(7-bromo-2,6-dichloro-8-fluoroquinazolin-4-yl)-2-methylpiperazin-1-carboxylate